C1(CC1)CO[C@@H]1C[C@H](N(CC1)CC1=C2C=CN(C2=C(C=C1OC)C)C(=O)OC(C)(C)C)C1=CC=C(C=C1)C(=O)OCC1CC1 tert-butyl 4-(((2S,4S)-4-(cyclopropylmethoxy)-2-(4-((cyclopropylmethoxy)carbonyl)phenyl)piperidin-1-yl)methyl)-5-methoxy-7-methyl-1H-indole-1-carboxylate